BrC=1N=C(N(N1)C1=NC=C(C=N1)OCC(F)(F)F)C(C)NC(C1=CC(=CC(=C1)C(F)(F)F)C1CC1)=O N-[1-[5-bromo-2-[5-(2,2,2-trifluoroethoxy)pyrimidin-2-yl]-1,2,4-triazol-3-yl]ethyl]-3-cyclopropyl-5-(trifluoromethyl)benzamide